5-HYDROXY-METHYLIMIDAZOLIDINE-2,4-DIONE OC1C(NC(N1C)=O)=O